2-{4-[(3S)-3-amino-3-methylpyrrolidin-1-yl]-5-(3-cyano-4-fluorophenyl)pyridin-3-yl}-1H-imidazo[4,5-b]pyridine-7-carbonitrile N[C@@]1(CN(CC1)C1=C(C=NC=C1C1=CC(=C(C=C1)F)C#N)C=1NC=2C(=NC=CC2C#N)N1)C